ClC1=CC=C(C=C1)C1(C2=CC=CC=C2N2C1=NC1=CC=CC=C1C2=O)C 6-(4-chlorophenyl)-6-methylindolo[2,1-b]quinazolin-12(6H)-one